bromo-5-fluoro-4-methoxy-2-nitrobenzene BrC1=C(C=C(C(=C1)F)OC)[N+](=O)[O-]